C(C)P(CCO)(CC)(CC)O triethyl-hydroxyethyl-phosphorus hydroxide